(1R)-1-[5-(3,6-dimethylpyridin-2-yl)-1,2,4-oxadiazol-3-yl]-6-azaspiro[2.5]octane-6-sulfonamide CC=1C(=NC(=CC1)C)C1=NC(=NO1)[C@@H]1CC12CCN(CC2)S(=O)(=O)N